N-(2-ethylhexyl)-1-[[3-methyl-4-[(3-methylphenyl)azo]phenyl]azo]naphthalene-2-amine C(C)C(CNC1=C(C2=CC=CC=C2C=C1)N=NC1=CC(=C(C=C1)N=NC1=CC(=CC=C1)C)C)CCCC